3-(3-hydroxy-2,6-dimethylphenyl)-6-(6-morpholinopyridin-3-yl)-3,7-dihydro-4H-pyrrolo[2,3-d]pyrimidin-4-one OC=1C(=C(C(=CC1)C)N1C=NC2=C(C1=O)C=C(N2)C=2C=NC(=CC2)N2CCOCC2)C